(S)-5-(thieno[3,2-c]pyridin-2-yl)-N-(1,1,1-trifluoropropan-2-yl)-7H-pyrrolo[2,3-d]pyrimidin-2-amine S1C(=CC=2C=NC=CC21)C2=CNC=1N=C(N=CC12)N[C@H](C(F)(F)F)C